NC(CCC1CCCCC1)N 4-bisaminopropylcyclohexane